C(C)SC1=CC=C(C=C1)C1=CN=CC=N1 6-(4-(ethylthio)phenyl)pyrazine